COC1=CC=C(CN2C(N(C(C3=C2C(N(C(=C3)C)C)=O)=O)CC3=CC=C(C=C3)OC)=O)C=C1 1,3-bis(4-methoxybenzyl)-6,7-dimethyl-1,7-dihydropyrido[3,4-d]pyrimidine-2,4,8(3H)-trione